FC=1C=C2C=CC=NC2=C(C1F)C=1C(=NC(=CC1)CC)N (6,7-Difluoroquinolin-8-yl)-6-ethylpyridin-2-amine